1-(2,2-dimethyl-1-carbonyl-1,2-dihydroacenaphthylen-5-yl)-5-trifluoromethyl-N-(2-trifluoromethylpyridin-4-yl)-1H-pyrazole-4-carboxamide CC1(C(C=2C=CC=C3C(=CC=C1C23)N2N=CC(=C2C(F)(F)F)C(=O)NC2=CC(=NC=C2)C(F)(F)F)=C=O)C